hexyl 6-(2,5-dioxopyrrolidin-1-yl)hexanoate O=C1N(C(CC1)=O)CCCCCC(=O)OCCCCCC